2-(Cycloheptylamino)-2-oxoethyl 2-aminonicotinate NC1=C(C(=O)OCC(=O)NC2CCCCCC2)C=CC=N1